C(C)(C)(C)OC(N(C)C=1C(=NC(=CC1)C=1C=NC=C(C1)F)C(F)(F)F)=O N-[6-(5-fluoro-3-pyridyl)-2-(trifluoromethyl)-3-pyridyl]-N-methyl-carbamic acid tert-butyl ester